methoxy-2,5-dimethyl-1,1'-biphenyl COC=1C(=C(C=C(C1)C)C1=CC=CC=C1)C